BrC1=CC=C(CNC=2C=CC(=C(C2)NC(CCC2=CC=CC=C2)=O)F)C=C1 N-(5-((4-bromobenzyl)amino)-2-fluorophenyl)-3-phenylpropanamide